C1(=CC=CC2=CC=CC=C12)C[C@@H](C(=O)N[C@@H](CC(C)C)C(=O)N[C@@H](C(C)C)C(=O)O)NC(CCCCCCCCCCCCCCCCC)=O ((S)-3-(naphthalen-1-yl)-2-stearamidopropanoyl)-leucyl-valine